tert-butyl (1,3-dioxo-1,2,3,5,6,7-hexahydropyrrolo[1,2-c]pyrimidin-5-yl)carbamate O=C1NC(C=C2N1CCC2NC(OC(C)(C)C)=O)=O